tert-butyl 6-((2-methyl-6-vinylpyridin-3-yl)sulfonyl)-2,6-diazaspiro[3.3]heptane-2-carboxylate CC1=NC(=CC=C1S(=O)(=O)N1CC2(CN(C2)C(=O)OC(C)(C)C)C1)C=C